ClC1=CC2=C(C=C3N2C(=NN(C3=O)CC(=O)NC[C@H](C)O)C(C)C)S1 (S)-2-(2-chloro-5-isopropyl-8-oxothieno[2',3':4,5]pyrrolo[1,2-d][1,2,4]triazin-7(8H)-yl)-N-(2-hydroxypropyl)acetamide